CC=1N(C(=CN1)[N+](=O)[O-])C[C@H]1OC1 2-methyl-5-nitro-1-(((R)-oxirane-2-yl)methyl)1H-imidazole